C(C1=CC=CC=C1)C1CC/C=C/CC(C[C@H](NC([C@@H](NC(O1)=O)CC(C)C)=O)[C@@H](O)P(OCC)(OCC)=O)C(N(C)CC1=C(C=C(C=C1)OC)OC)=O Diethyl ((1S)-((4S,7S,E)-15-benzyl-9-((2,4-dimethoxybenzyl)(methyl)carbamoyl)-4-isobutyl-2,5-dioxo-1-oxa-3,6-diazacyclopentadec-11-en-7-yl)(hydroxy)methyl)phosphonate